7-bromo-2-(3-methyl-1H-pyrazol-4-yl)quinoxaline BrC1=CC=C2N=CC(=NC2=C1)C=1C(=NNC1)C